CN(C)C(N1[N-][N+](C2=NC=CC=C21)=O)=[N+](C)C 1-[(dimethylamino)(dimethyliminio)methyl]-3-oxo-2H,3H-3lambda5-[1,2,3]triazolo[5,4-b]pyridin-3-ylium-2-ide